fluoroethyl trifluoroethyl ether FC(COCCF)(F)F